FC1=CC(=C(C=C1)C1=NOC(=N1)C1C(C12CCN(CC2)S(=O)(=O)N)C)C(F)(F)F 1-{3-[4-fluoro-2-(trifluoromethyl)phenyl]-1,2,4-oxadiazol-5-yl}-2-methyl-6-azaspiro[2.5]octane-6-sulfonamide